1-(2-chloro-4-((5-(3-(pyrrolidin-1-yl)propoxy)-2,3-dihydro-[1,4]dioxino[2,3-f]quinazolin-10-yl)amino)phenyl)-3-cyclopropylurea ClC1=C(C=CC(=C1)NC1=NC=NC2=CC(=C3C(=C12)OCCO3)OCCCN3CCCC3)NC(=O)NC3CC3